2-(2-(2-(prop-2-ynyloxy)ethoxy)ethyl)acrylamide sodium sulfat S(=O)(=O)([O-])[O-].[Na+].C(C#C)OCCOCCC(C(=O)N)=C.[Na+]